ClC1=C2C(=CN=C1C(F)(F)F)NC(=C2)C(=O)NC2CC[Si](CC2)(C)C 4-chloro-N-(1,1-dimethylsilacyclohexan-4-yl)-5-(trifluoromethyl)-1H-pyrrolo[2,3-c]pyridine-2-carboxamide